C(C)OC1=CC=C(OCC(=O)N(C2COCC2)C2=CC=CC=C2)C=C1 2-(4-ethoxyphenoxy)-N-phenyl-N-tetrahydrofuran-3-yl-acetamide